NC=1C(=CC2=C(OCO2)C1)NS(=O)(=O)C N-(6-aminobenzo[d][1,3]dioxol-5-yl)methanesulfonamide